5-Oxo-2-undecylpyrrolidine-3-carboxylic acid O=C1CC(C(N1)CCCCCCCCCCC)C(=O)O